C(#N)C=1C=C2C(=NC1)N=C(S2)N2[C@H](CCC2)C(=O)OC(C)(C)C tert-butyl (R)-1-(6-cyano[1,3]thiazolo[4,5-b]pyridin-2-yl)pyrrolidine-2-carboxylate